BrCC(=O)C=1C=C2C(=NC1)OC(=C2)[Si](C)(C)C 2-bromo-1-(2-(trimethylsilyl)furo[2,3-b]pyridin-5-yl)ethan-1-one